C(C)(C)C1=C(NC2=CC=C(C=C12)OCC(=O)N1CC2(CNC2)CCC1)C1=CC(=NC=C1)C 2-((3-isopropyl-2-(2-methylpyridin-4-yl)-1H-indol-5-yl)oxy)-1-(2,6-diazaspiro[3.5]nonan-6-yl)ethan-1-one